(1S,12bS)-1-(methoxymethyl)-1-methyl-1,3,4,6,7,12b-hexahydro-2H-[1]benzofuro[2,3-a]quinolizine COC[C@]1(CCCN2CCC3=C([C@H]12)OC1=C3C=CC=C1)C